FC1=C(C=C(C=C1)C=1C=NN(C1)C)S(=O)(=O)N1CCCC2=CC=CC(=C12)C 1-[2-fluoro-5-(1-methyl-1H-pyrazol-4-yl)benzenesulfonyl]-8-methyl-1,2,3,4-tetrahydroquinoline